N-benzyl-5-methyl-3-(3-nitro-4-(trifluoromethyl)phenyl)cyclohex-2-enamine C(C1=CC=CC=C1)NC1C=C(CC(C1)C)C1=CC(=C(C=C1)C(F)(F)F)[N+](=O)[O-]